C(C)(C)(C)C1CCC2(OCCO2)CC1 8-(tert-butyl)-1,4-dioxaspiro[4.5]decane